C1(CC1)C=1N=NN(C1C)C1=CC=C(C=C1)[C@H](C)NC=1C2=C(N=CN1)SC=C2 N-[(1S)-1-[4-(4-cyclopropyl-5-methyl-triazol-1-yl)phenyl]ethyl]thieno[2,3-d]pyrimidin-4-amine